(3-trimethoxysilylpropyl) maleate C(\C=C/C(=O)[O-])(=O)OCCC[Si](OC)(OC)OC